C(CC)C(CCC)CCCC 4-propyloctane